N1=C(SC2=C1C1=C(C=C2)OCC1)N1C(N[C@H]2[C@@H]1[C@H](CC2)N(C)C)=O |r| rac-(3aR,6S,6aR)-1-(7,8-Dihydrofuro[3,2-e](1,3)benzothiazol-2-yl)-6-(dimethylamino)hexahydrocyclopenta[d]imidazol-2(1H)-one